(R)-N-(cyclobutylmethyl)-1-(4-((4-(5-methoxypyridazin-3-yl)-1H-1,2,3-triazol-1-yl)methyl)phenyl)piperidin-3-amine C1(CCC1)CN[C@H]1CN(CCC1)C1=CC=C(C=C1)CN1N=NC(=C1)C=1N=NC=C(C1)OC